N=1C=NN2C1C=CC(=C2)C2=C(N=C1N2CCN1C(C)=O)C=1SC=C(N1)C 1-(5-([1,2,4]Triazolo[1,5-a]pyridin-6-yl)-6-(4-methylthiazol-2-yl)-2,3-dihydro-1H-imidazo[1,2-a]imidazol-1-yl)ethan-1-one